CC(C)(C1=CC=CC=C1)O The molecule is a tertiary alcohol that is isopropanol in which the hydrogen attached to the carbon bearing the hydroxy group has been replaced by a phenyl group. It has a role as a Mycoplasma genitalium metabolite and a human xenobiotic metabolite. It is a tertiary alcohol and a member of benzyl alcohols. It derives from a hydride of a cumene.